C(C(C)C)C12CNCC(CC1)N2C(=O)N isobutyl-3,8-diazabicyclo[3.2.1]octane-8-carboxamide